(1r,3r)-2,2-dichloro-3-(3-chloro-4-fluorophenyl)cyclopropane-1-carboxylic acid ClC1([C@H]([C@@H]1C1=CC(=C(C=C1)F)Cl)C(=O)O)Cl